(S)-N-((S)-1'-(8-Bromo-7-methylimidazo[1,2-c]pyrimidin-5-yl)-5,7-dihydrospiro[cyclopenta[b]pyridine-6,4'-piperidin]-5-yl)-2-methylpropane-2-sulfinamide BrC=1C=2N(C(=NC1C)N1CCC3(CC1)[C@@H](C=1C(=NC=CC1)C3)N[S@@](=O)C(C)(C)C)C=CN2